OC[C@@H]1OC(CN(C1)C(=O)OC(C)(C)C)(C)C tert-butyl (R)-6-(hydroxymethyl)-2,2-dimethylmorpholine-4-carboxylate